FC(C(CC)(F)F)(F)F 4,4,4,3,3-pentafluorobutane